2-((4-methyl-5-(4-methylbenzyl)thiazol-2-yl)amino)-2-oxoethyl propylsulfamate C(CC)NS(OCC(=O)NC=1SC(=C(N1)C)CC1=CC=C(C=C1)C)(=O)=O